NC=1C(NC2=CC(=NC(=C2C1C1=C2C=NNC2=C(C=C1)F)Cl)C1CC1)=O 3-Amino-5-chloro-7-cyclopropyl-4-(7-fluoro-1H-indazol-4-yl)-1H-1,6-naphthyridin-2-one